N=1CC(C=CC1)(C=1C=CC=NC1)C1=C(C=CC=C1)C1=CC=C(C=C1)C1=C(C=CC=C1)C1(CN=CC=C1)C=1C=CC=NC1 1,4-bis(3,5-bipyridyl-3-ylphenyl)benzene